FC1(CCC2=C1N=C(N=C2C2=NOC(=N2)C2(CC2)C(=O)N2CCNCC2)N2[C@H](CC2)C)F (S)-(1-(3-(7,7-difluoro-2-(2-methylazetidin-1-yl)-6,7-dihydro-5H-cyclopenta[d]pyrimidin-4-yl)-1,2,4-oxadiazol-5-yl)cyclopropyl)(piperazin-1-yl)methanone